C1(=C(C=CC=C1)C1=CC(OC2=CC(=CC=C12)OC(C(=O)N1CC(CCC1)S(=O)(=O)N)C)=O)C 1-[2-[4-(o-tolyl)-2-oxo-chromen-7-yl]oxypropanoyl]piperidine-3-sulfonamide